1-[3-(4-Bromo-2-methyl-2H-pyrazol-3-yl)-4-methoxy-phenyl]-3-(3,5-difluoro-phenyl)-urea BrC1=C(N(N=C1)C)C=1C=C(C=CC1OC)NC(=O)NC1=CC(=CC(=C1)F)F